BrC=1C=CC(=C(C1)C1=C(C=CC=C1)F)OCOC 5'-bromo-2-fluoro-2'-(methoxymethyloxy)-[1,1'-biphenyl]